8-(3-hydroxycyclobutyl)-2-[4-(4-methylpiperazin-1-yl)anilino]-6-(5-methyl-4-prop-2-enoyl-2,3-dihydroquinoxalin-1-yl)pyrido[2,3-d]pyrimidin-7-one OC1CC(C1)N1C(C(=CC2=C1N=C(N=C2)NC2=CC=C(C=C2)N2CCN(CC2)C)N2CCN(C1=C(C=CC=C21)C)C(C=C)=O)=O